3-(6-methoxy-pyridin-3-yl)-isoxazol COC1=CC=C(C=N1)C1=NOC=C1